C\C(=C/[C@H]1N(CCC1)C(=O)OC(C)(C)C)\C(NS(=O)(=O)C1=CC=C(C=C1)NC(C(F)(F)F)=O)=O tert-Butyl (S,E)-2-(2-Methyl-3-oxo-3-((4-(2,2,2-trifluoroacetamido)phenyl)sulfonamido)prop-1-en-1-yl)pyrrolidine-1-carboxylate